C(=O)(O)C1=[N+](C(=CC=C1)C1=C(C=CC=C1OC)F)[O-] 2-carboxy-6-(2-fluoro-6-methoxyphenyl)pyridine 1-oxide